NC1=NC=NN2C1=C(C=1C(C[C@@H](CC21)NC(C=C)=O)C)C=2C=NC1=CC=CC=C1C2 N-((8S)-4-amino-6-methyl-5-(quinolin-3-yl)-6,7,8,9-tetrahydro-[1,2,4]triazino[1,6-a]indol-8-yl)acrylamide